Cl.N[C@H]1[C@@H](C1)C1=CC=C(C=C1)NC(=O)C1=CC=CC2=CC=CC=C12 trans-N-[4-(2-aminocyclopropyl)phenyl]naphthalene-1-carboxamide hydrochloride